C1(=C(C=CC=C1)[C@H]1CCNC1)C (R)-4-o-Tolyl-pyrrolidine